8-(trifluoromethyl)-2,3-dihydrobenzo[b][1,4]dioxin FC(C1=CC=CC2=C1OCCO2)(F)F